4-[4-(4-chlorophenyl)-5-[2-(trifluoromethyl)phenyl]pyrazol-1-yl]benzonitrile ClC1=CC=C(C=C1)C=1C=NN(C1C1=C(C=CC=C1)C(F)(F)F)C1=CC=C(C#N)C=C1